C(C)OC(=O)C1=C(C2=C(S1)C=CC=C2Cl)COC2=C(C=C(C=C2F)C#N)F.C(CCC)[Sn](\C(=C/C)\C)(CCCC)CCCC (Z)-tributyl-(1-methyl-1-propenyl)stannane ethyl-4-chloro-3-((4-cyano-2,6-difluorophenoxy)methyl)benzo[b]thiophene-2-carboxylate